C(C)(C)(C)C=1C(=C(C=C(C1)C)CCC(=O)O)O.C(C)(C)(C)C=1C(=C(C=C(C1)C)CCC(=O)O)O.C(COC=C)OC=C ethylene bis(oxyethylene) bis-[3-(5-tert-butyl-4-hydroxy-m-tolyl)propionate]